3-Z-[1-(4-(N-methylsulphonyl-N-(2-dimethylamino-ethyl)-amino)-anilino)-1-propyl-methylene]-6-carbamoyl-2-indolinone CS(=O)(=O)N(CCN(C)C)C1=CC=C(N\C(\CCC)=C\2/C(NC3=CC(=CC=C23)C(N)=O)=O)C=C1